4-ethoxy-2-nitro-1-(trifluoromethyl)benzene C(C)OC1=CC(=C(C=C1)C(F)(F)F)[N+](=O)[O-]